undec-ylamine C(CCCCCCCCCC)N